[Na+].[Na+].CN(CCN(S(=O)(=O)[O-])S(=O)(=O)[O-])S(=O)(=O)O[Na] N-[2-[Methyl(sodiooxysulfonyl)amino]ethyl]imidodisulfuric acid disodium salt